FC1=C(C(=CC2=C1C[C@@H](CS2)NCC(C)C)O)N2CC(N[SH2]2=O)=O 5-{(3S)-5-fluoro-7-hydroxy-3-[(2-methylpropyl)amino]-3,4-dihydro-2H-1-benzothiopyran-6-yl}-1λ6,2,5-thiadiazolidine-1,3-dione